FC1=CC=C(C(=O)N[C@@H](C(=O)NC2=CC=C(C=C2)S(=O)(=O)Cl)CC2=CC=CC=C2)C=C1 (R)-4-(2-(4-fluorobenzamido)-3-phenylpropanamido)benzene-1-sulfonyl chloride